C(C1=CC=CC=C1)N1N=NC(=C1)C1=CC=C(C(=O)NC(C(=O)OC)[C@@H](C)O)C=C1 methyl (3R)-2-(4-(1-benzyl-1H-1,2,3-triazol-4-yl)benzamido)-3-hydroxybutanoate